(R)-6-((1-(3,3-difluorocyclobutyl)piperidin-3-yl)amino)-3-(4-hydroxybenzo[b]thiophen-5-yl)-4-methyl-1,2,4-triazine-5(4H)-one FC1(CC(C1)N1C[C@@H](CCC1)NC=1C(N(C(=NN1)C1=C(C2=C(SC=C2)C=C1)O)C)=O)F